(S)-[1-{1-oxo-4-[2-(1-phenyl-1H-tetrazole-5-sulfonyl) ethyl]-1H-1λ4-thiazol-2-yl}-2-(4-sulfoamino-phenyl)-ethyl]-tert-butyl carbamate C(N)(OC(C[C@H](CC1=CC=C(C=C1)NS(=O)(=O)O)C=1S(C=C(N1)CCS(=O)(=O)C1=NN=NN1C1=CC=CC=C1)=O)(C)C)=O